3-(5-((5-bromopentyl)oxy)-1-oxoisoindolin-2-yl)piperidine-2,6-dione BrCCCCCOC=1C=C2CN(C(C2=CC1)=O)C1C(NC(CC1)=O)=O